CN(C1=CC=C(C=C1)[N+](=O)[O-])CC1CN(C1)C(=O)OC(C)(C)C tert-butyl 3-((methyl(4-nitrophenyl)amino)methyl)azetidine-1-carboxylate